5-(2-(3-(difluoromethyl)-4-methoxyphenylamino)-5-methylpyrimidin-4-ylamino)benzo[d]oxazol-2(3H)-one FC(C=1C=C(C=CC1OC)NC1=NC=C(C(=N1)NC=1C=CC2=C(NC(O2)=O)C1)C)F